C(C)OP(OCC)(=O)CS(=O)(=O)C1=CC=C(C)C=C1 p-toluenesulfonyl-methyl-phosphonic acid diethyl ester